(S)-2-(4-amino-2-oxa-8-azaspiro[4.5]decan-8-yl)-5-(4-chloro-2-ethyl-2H-indazol-5-yl)-3-methyl-3,7-dihydro-4H-pyrrolo[2,3-d]pyrimidin-4-one N[C@@H]1COCC12CCN(CC2)C=2N(C(C1=C(N2)NC=C1C1=C(C2=CN(N=C2C=C1)CC)Cl)=O)C